acetyl palmitate (ACETYL PALMITATE) C(C)(=O)C(C(=O)O)CCCCCCCCCCCCCC.C(CCCCCCCCCCCCCCC)(=O)OC(C)=O